(S)-2-((6-(1H-pyrazol-1-yl)pyrimidin-4-yl)amino)-4-((2-((5-fluoropyridin-3-yl)oxy)ethyl)(4-(5,6,7,8-tetrahydro-1,8-naphthyridin-2-yl)butyl)amino)butanoic acid N1(N=CC=C1)C1=CC(=NC=N1)N[C@H](C(=O)O)CCN(CCCCC1=NC=2NCCCC2C=C1)CCOC=1C=NC=C(C1)F